C(C)S(=O)(=O)N1CCC2(CC[C@H]([C@@H]2O)[C@@H]2N3C(C4=CC=CC=C24)=CN=C3)CC1 (1S,2S)-8-(Ethylsulfonyl)-2-((S)-5H-imidazo[5,1-a]isoindol-5-yl)-8-azaspiro[4.5]decan-1-ol